6-[4-(Difluoromethoxy)phenyl]-3-oxo-2-(pyridin-3-yl)-N-[(2S)-3,3,3-trifluoro-2-hydroxypropyl]-2,3-dihydropyridazine-4-carboxamide FC(OC1=CC=C(C=C1)C=1C=C(C(N(N1)C=1C=NC=CC1)=O)C(=O)NC[C@@H](C(F)(F)F)O)F